2-xanthic acid C1=C(C=CC=2OC3=CC=CC=C3CC12)C(=O)O